2-(3,5-bis(trifluoromethyl)benzamido)benzo[d]thiazole-6-carboxylic acid FC(C=1C=C(C(=O)NC=2SC3=C(N2)C=CC(=C3)C(=O)O)C=C(C1)C(F)(F)F)(F)F